CC1CNCCC1O 3-methyl-Piperidin-4-ol